FC1=CC=C(CNC(=O)NC2=CC=C(C=C2)CN([C@H]2C(N(CC2)C)=O)C)C=C1 (R)-1-(4-fluorobenzyl)-3-(4-((methyl(1-methyl-2-oxopyrrolidin-3-yl)amino)methyl)phenyl)urea